1-(3-((1H-pyrazol-1-yl)methyl)benzyl)-4-amino-1H-imidazo[4,5-c]quinoline N1(N=CC=C1)CC=1C=C(CN2C=NC=3C(=NC=4C=CC=CC4C32)N)C=CC1